ClC=1C(=C(C=C(C1)F)NC(=S)C=1C(NCCC1NCC1=C(C=NC=C1)OCC1(OCC1)C)=O)OC N-(3-chloro-5-fluoro-2-methoxyphenyl)-4-[({3-[(2-methyloxetan-2-yl)methoxy]pyridin-4-yl}methyl)amino]-2-oxo-1,2,5,6-tetrahydropyridine-3-carbothioamide